tert-butyl N-[(tert-butoxy)carbonyl]-N-[6-(5-chloro-2-fluorophenyl)-3-sulfanylpyridazin-4-yl]carbamate C(C)(C)(C)OC(=O)N(C(OC(C)(C)C)=O)C1=C(N=NC(=C1)C1=C(C=CC(=C1)Cl)F)S